2,3-dibromo-propyl-amine BrC(CN)CBr